3-(5-bromo-2-oxobenzo[c]indol-1(2H)-yl)-1-(methoxymethyl)azepane-2,7-dione BrN1C=C2C3(C(C(CC=C13)=O)C1C(N(C(CCC1)=O)COC)=O)C=CC=C2